N1C=CC2=CC=CC(=C12)N indol-7-amine